1-(1-Methyl-1H-indol-7-yl)dihydropyrimidine-2,4(1H,3H)-dione CN1C=CC2=CC=CC(=C12)N1C(NC(CC1)=O)=O